N-(triethoxysilylpropyl)melamine C(C)O[Si](OCC)(OCC)CCCNC1=NC(=NC(=N1)N)N